1,2-dihydro-2-ethoxyquinoline-1-carboxylic acid Ethyl ester C(C)OC(=O)N1C(C=CC2=CC=CC=C12)OCC